FC1=C(C=CC=C1)C1CNCC1 3-(2-fluorophenyl)pyrrolidin